rac-3-amino-4-(2,4-dimethylphenyl)butanamide N[C@@H](CC(=O)N)CC1=C(C=C(C=C1)C)C |r|